BrC1=CC=C(C=N1)S(=O)(=O)C1=CC=C(C(=O)O)C=C1 4-[(6-bromo-3-pyridinyl)sulfonyl]benzoic acid